2-(1-(imidazo[4,5-d]pyrrolo[2,3-b]pyridin-1(6H)-yl)piperidin-4-ylidene)acetonitrile N1(C=NC=2C1=C1C(=NC2)NC=C1)N1CCC(CC1)=CC#N